N-(4-(4-aminophenyl)-5-methylpyrimidin-2-yl)-N-methyl-3,5-bis(trifluoromethyl)benzamide NC1=CC=C(C=C1)C1=NC(=NC=C1C)N(C(C1=CC(=CC(=C1)C(F)(F)F)C(F)(F)F)=O)C